4-(6-Chloropyridin-2-yl)piperidine-1-carboxylate ClC1=CC=CC(=N1)C1CCN(CC1)C(=O)[O-]